C1(CCCCC1)NC1=NN2C(C=CC=C2C=2C=C(C=CC2)C2=CC=C(O2)P(O)(O)=O)=N1 (5-(3-(2-(cyclohexylamino)-[1,2,4]triazolo[1,5-a]pyridin-5-yl)phenyl)furan-2-yl)phosphonic acid